C1(=CC=CC=C1)C1=NC(=NC(=N1)C1=CC=CC=C1)B(O)O (4,6-diphenyl-1,3,5-triazin-2-yl)boronic acid